(S)-3-(1-aminoethyl)-8-chloro-2-(4-fluorophenyl)-2H-benzo[e][1,2]Thiazine-1,1-dioxide N[C@@H](C)C=1N(S(C2=C(C1)C=CC=C2Cl)(=O)=O)C2=CC=C(C=C2)F